METHYL-3-ISOCYANO-4-METHOXY-BENZOATE COC(C1=CC(=C(C=C1)OC)[N+]#[C-])=O